S-Methyl 2-(((tert-butoxycarbonyl)amino)methyl)-5-methylbenzofuran-7-carbothioate C(C)(C)(C)OC(=O)NCC=1OC2=C(C1)C=C(C=C2C(SC)=O)C